(2-hydroxyoctadecyl)ether OC(COCC(CCCCCCCCCCCCCCCC)O)CCCCCCCCCCCCCCCC